3-bromo-5-methyl-1-[4-(trifluoromethoxy)phenyl]pyrazole BrC1=NN(C(=C1)C)C1=CC=C(C=C1)OC(F)(F)F